C(C)N1C[C@H]([C@H](CC1)NC1=C2C=C(N(C2=CC=C1)CC(F)(F)F)C#CCNC1=C(C=C(C(=O)OC)C=C1)OC)F methyl 4-((3-(4-(((3R,4S)-1-ethyl-3-fluoropiperidin-4-yl)amino)-1-(2,2,2-trifluoroethyl)-1H-indol-2-yl)prop-2-yn-1-yl)amino)-3-methoxybenzoate